N-iso-Pentyl-4-methyl-2-phenoxy-1H-imidazole-1-carboxamide C(CC(C)C)NC(=O)N1C(=NC(=C1)C)OC1=CC=CC=C1